BrC1(CC12CC(N(CC2)C(=O)OCC2=CC=CC=C2)C2=CC=C(C=C2)C(=O)OC)F benzyl 1-bromo-1-fluoro-5-(4-(methoxycarbonyl) phenyl)-6-azaspiro[2.5]octane-6-carboxylate